IC1=C(N=C(C=N1)N)Cl 6-iodo-5-chloro-3-aminopyrazine